2-(4-methoxybenzyl)hydrazine COC1=CC=C(CNN)C=C1